(R)-N-(1-(4-bromothiophen-2-yl)ethyl)-2-methylpropan-2-sulfinamide BrC=1C=C(SC1)C(C)N[S@](=O)C(C)(C)C